N-[4-[(6,7-dimethoxy-1,5-naphthyridin-4-yl)oxy]-3-fluorophenyl]-4-hydroxy-6-methyl-5-[2-methyl-5-(trifluoromethyl)pyrazol-3-yl]pyridine-3-carboxamide COC=1N=C2C(=CC=NC2=CC1OC)OC1=C(C=C(C=C1)NC(=O)C=1C=NC(=C(C1O)C=1N(N=C(C1)C(F)(F)F)C)C)F